NC12[C@H](CC(CC1)(CC2)NC(=O)C=2SC=C(N2)C)O (S)-N-(4-amino-3-hydroxybicyclo[2.2.2]octan-1-yl)-4-methylthiazole-2-carboxamide